5-[4-(Chloromethyl)-5-methyl-1,2-oxazol-3-yl]-2-(trifluoromethyl)pyridine ClCC=1C(=NOC1C)C=1C=CC(=NC1)C(F)(F)F